3,6-dibromo-2-(methoxy)pyridine BrC=1C(=NC(=CC1)Br)OC